CNCC(COC(CCCCCCC\C=C/CCCCCCCC)=O)OC(CCCCCCC\C=C/CCCCCCCC)=O methyl-2,3-dioleoyloxypropylamine